[C@H]1([C@H](O)[C@@H](O)[C@H](O)[C@H](O1)CO)OC[C@@H]([C@@H]1C(=C(C(=O)O1)O)O)O 6-O-α-D-glucopyranosyl-L-ascorbic acid